N1C=CC=2C1=NC=CC2N2N=CC(=C2)C2=CC=C(C=C2)CC#N {4-[1-(1H-pyrrolo[2,3-b]pyridin-4-yl)-1H-pyrazol-4-yl]phenyl}acetonitrile